ClC1=CC2=C(N=C(N=C2NCCS(=O)(=O)N2CCOCC2)N2CCN(CC2)C)C=N1 6-chloro-2-(4-methylpiperazin-1-yl)-N-(2-(morpholinesulfonyl)ethyl)pyrido[3,4-d]pyrimidin-4-amine